C1(CCCCC1)P(C1=CC(=CC=C1)OC(C(F)(F)F)(F)F)C1CCCCC1 dicyclohexyl-(3-pentafluoroethoxyphenyl)phosphine